[N+](=[N-])=C(C(=O)OCCOC(C=CC)=O)C(=O)OC 1-(2-(methylacryloyloxy)ethyl) 3-methyl 2-diazomalonate